BrCCCCCCCCCC(=O)C1=C(C(=C(C=C1C)OC)OC)O 10-bromo-1-(2-hydroxy-3,4-dimethoxy-6-methylphenyl)decan-1-one